(R)-N-((S)-8-(3-(3,4-dichloro-2-methyl-2H-indazol-5-yl)-4-cyano-1H-pyrazolo[3,4-d]pyrimidin-6-yl)-2-oxa-8-azaspiro[4.5]dec-4-yl)-2-methylpropane-2-sulfinamide ClC=1N(N=C2C=CC(=C(C12)Cl)C1=NNC2=NC(=NC(=C21)C#N)N2CCC1([C@@H](COC1)N[S@](=O)C(C)(C)C)CC2)C